N-(5-fluoropyridin-2-yl)-6-methyl-4-(2-methyl-1H-imidazol-1-yl)picolinamide FC=1C=CC(=NC1)NC(C1=NC(=CC(=C1)N1C(=NC=C1)C)C)=O